[NH4+].N[NH+]=C(N(N)N)N triaminoguanidinium ammonium